N1=C(C=CC=C1)COC1=CC=C2CCN(CC2=C1)COC(=O)C=1C=CC2=C(NC=N2)C1 ((7-(pyridin-2-ylmethoxy)-3,4-dihydroisoquinolin-2(1H)-yl) methyl)-1H-benzo[d]imidazole-6-carboxylate